hydroxydimyristylspermidine OC(N(CCCCCCCCCCCCCC)CCCCCCCCCCCCCC)CCCNCCCN